1-(tetrahydro-2H-pyran-4-yl)-1H-imidazol O1CCC(CC1)N1C=NC=C1